Methyl (R)-((((9H-fluoren-9-yl)methoxy)carbonyl)amino)-3-iodopropanoate C1=CC=CC=2C3=CC=CC=C3C(C12)COC(=O)N[C@H](C(=O)OC)CI